(S)-2-(4-methylpiperidin-4-carboxamido)-9-(5,6,7,8-tetrahydro-1,8-naphthyridin-2-yl)nonanoic acid methyl ester COC([C@H](CCCCCCCC1=NC=2NCCCC2C=C1)NC(=O)C1(CCNCC1)C)=O